(12R,Z)-12-hydroxy-12-methyl-2-(methylsulfinyl)-7,10,11,12-tetrahydro-5H-13,17-(azeno)pyrimido[4',5':3,4]pyrazolo[1,2-a][1,2]diazacyclotridecin-5-one O[C@]1(C=2\C=C/C=C(N3N(CC=CCC1)C(C1=C3N=C(N=C1)S(=O)C)=O)N2)C